2-(2-chloro-4-fluorophenyl)pyrrolidine ClC1=C(C=CC(=C1)F)C1NCCC1